1-(dimethylamino)-2-methyl-2-propanol CN(CC(C)(O)C)C